2,6-Difluoro-3-(1-methyl-6-(((1-phenylpiperidin-2-yl)methyl)amino)-1H-pyrazolo[3,4-d]pyrimidin-3-yl)-5-(trifluoromethyl)phenol FC1=C(C(=C(C=C1C1=NN(C2=NC(=NC=C21)NCC2N(CCCC2)C2=CC=CC=C2)C)C(F)(F)F)F)O